alpha-Hydroxyhexanon OCC(CCCC)=O